(S)-2-(tert-Butyldimethylsiloxy)propionic acid O([Si](C)(C)C(C)(C)C)[C@H](C(=O)O)C